N-(2-(5-azaspiro[2.4]heptan-5-yl)ethyl)-5-((6-((1,3-dimethyl-1H-pyrazol-4-yl)amino)-1-methyl-1H-pyrazolo[3,4-d]pyrimidin-3-yl)amino)-6-methylnicotinamide C1CC12CN(CC2)CCNC(C2=CN=C(C(=C2)NC2=NN(C1=NC(=NC=C12)NC=1C(=NN(C1)C)C)C)C)=O